tert-butyl (S)-2-(3-methoxy-2-((1-(4-methoxybenzyl)-6-oxo-5-(trifluoromethyl)-1,6-dihydropyridazin-4-yl)amino)propoxy)acetate COC[C@@H](COCC(=O)OC(C)(C)C)NC=1C=NN(C(C1C(F)(F)F)=O)CC1=CC=C(C=C1)OC